2-[[8-(2,6-difluorophenyl)-5,13-dimethyl-3,4,7,9,12-pentazatricyclo[8.4.0.02,6]tetradeca-1(10),2(6),4,7,11,13-hexaen-3-yl]methoxy]ethyl-trimethyl-silane FC1=C(C(=CC=C1)F)C1=NC=2C(=NN(C2C=2C=C(N=CC2N1)C)COCC[Si](C)(C)C)C